OC=1N=NC=CC1 hydroxydiazine